2-(pyridine-2-yl)-4-methyl-5-acetylthiazole N1=C(C=CC=C1)C=1SC(=C(N1)C)C(C)=O